6-nitro-1-(p-tolylsulfonyl)-3-(4,4,5,5-tetramethyl-1,3,2-dioxaborolan-2-yl)indole [N+](=O)([O-])C1=CC=C2C(=CN(C2=C1)S(=O)(=O)C1=CC=C(C=C1)C)B1OC(C(O1)(C)C)(C)C